C(C)C1=CC=2C(C3=CC=CC=C3OC2C(=C1)CC)=O 2,4-diethylxanthenone